(3-(3-chloropropoxy)propyl)triphenyl-phosphonium chloride [Cl-].ClCCCOCCC[P+](C1=CC=CC=C1)(C1=CC=CC=C1)C1=CC=CC=C1